C1(=CC=CC=C1)C(C1=CC=CC=C1)N1CCC1 1-(phenyl-benzyl)azetidine